ClC1=C(OC2=C3C(=NN(C3=C(C=C2NC(C2=CC(=CC(=C2)C(F)(F)F)F)=O)C=C)C)N2C(C3=CC=CC=C3C2=O)=O)C=C(C=C1)F N-(4-(2-chloro-5-fluorophenoxy)-3-(1,3-dioxoisoindolin-2-yl)-1-methyl-7-vinyl-1H-indazol-5-yl)-3-fluoro-5-(trifluoromethyl)benzamide